6-(3,4-Dimethylphenyl)-N-[(1S)-2-hydroxy-2-methyl-1-phenylpropyl]-4-oxo-4,5-dihydropyrazolo-[1,5-a]pyrazine-2-carboxamide CC=1C=C(C=CC1C)C=1NC(C=2N(C1)N=C(C2)C(=O)N[C@H](C(C)(C)O)C2=CC=CC=C2)=O